4-((2-Amino-4-(isoindolin-2-ylmethyl)phenoxy)methyl)-N,N-dimethyl-benzamide NC1=C(OCC2=CC=C(C(=O)N(C)C)C=C2)C=CC(=C1)CN1CC2=CC=CC=C2C1